5-[5-Chloro-2-(4-methoxy-2,3-dimethyl-benzenesulfonylamino)-phenylethynyl]-pyridine-2-carboxylic acid ClC=1C=CC(=C(C1)C#CC=1C=CC(=NC1)C(=O)O)NS(=O)(=O)C1=C(C(=C(C=C1)OC)C)C